2-(3-(1-((2-cyano-4-methyl-1H-indol-5-yl)methyl)piperidin-4-yl)-1H-pyrrolo[2,3-c]pyridin-1-yl)-5-fluoro-N-isopropyl-N-methylbenzamide C(#N)C=1NC2=CC=C(C(=C2C1)C)CN1CCC(CC1)C1=CN(C2=CN=CC=C21)C2=C(C(=O)N(C)C(C)C)C=C(C=C2)F